ClC1=CC=C(C(=N1)N1C(NCCC1)=C[N+](=O)[O-])C 1-(6-chloro-3-methylpyridyl)-2-nitromethylenehexahydropyrimidine